2-(5-(3-methoxypropoxy)-2-methylphenyl)-4,4,5,5-tetramethyl-1,3,2-dioxaborolane COCCCOC=1C=CC(=C(C1)B1OC(C(O1)(C)C)(C)C)C